e-cyanidin [O+]1=C(C(O)=CC=2C(O)=CC(O)=CC12)C1=CC(O)=C(O)C=C1